C[C@@H]1O[C@@H](CN(C1)CC(=O)NC1(NC=CC=C1C1=CC=2N(C=C1)N=NC2C(=O)N)C)C 5-(2-((cis-2,6-dimethylmorpholino)acetamido)-2-methylpyridin-3-yl)-[1,2,3]triazolo[1,5-a]pyridine-3-carboxamide